CC1=C(C(=CC(=C1)N)C)C=1C2=CC=C(N2)C(=C2C=CC(C(=C3C=CC(=C(C=4C=CC1N4)C4=C(C=C(C=C4C)N)C)N3)C3=C(C=C(C=C3C)N)C)=N2)C2=C(C=C(C=C2C)N)C 5,10,15,20-tetrakis(2,6-dimethyl-4-aminophenyl)porphyrin